4-Amino-3-chloro-5-fluoro-6-(7-fluoro-1H-indol-6-yl)pyridine-2-carboxylic acid NC1=C(C(=NC(=C1F)C1=CC=C2C=CNC2=C1F)C(=O)O)Cl